1-phenyl-2-(thiazol-2-yl)ethan-1-one trans-2-Cyanocyclopentyl-(7-fluoro-6-(8-methyl-2,3-dihydro-1H-pyrido[2,3-b][1,4]oxazin-7-yl)isoquinolin-3-yl)carbamate C(#N)[C@H]1[C@@H](CCC1)N(C(O)=O)C=1N=CC2=CC(=C(C=C2C1)C1=C(C2=C(OCCN2)N=C1)C)F.C1(=CC=CC=C1)C(CC=1SC=CN1)=O